N-(3-methylbenzyl)-2-(7-methoxynaphthalen-1-yl)acetamide CC=1C=C(CNC(CC2=CC=CC3=CC=C(C=C23)OC)=O)C=CC1